C12(C(=O)CC(CC1)C2(C)C)CS(=O)(=O)O (+-)-10-camphorsulfonic acid